3-aminopropyl-(diisobutoxymethylsilane) NCCC[SiH2]C(OCC(C)C)OCC(C)C